C(C1=CC=CC=C1)OC1=CC=C(C(=N1)C1=N[C@H](C=2N(C3=C1C(=C(C=C3)C(F)(F)F)Cl)C=C(N2)C)C)F (4S)-6-(6-benzyloxy-3-fluoro-2-pyridyl)-7-chloro-2,4-dimethyl-8-(trifluoromethyl)-4H-imidazo[1,2-a][1,4]benzodiazepine